acrylic acid trifluoroethyl ester FC(COC(C=C)=O)(F)F